O1C2=C(OCC1C=1N[C@H]([C@@H](N1)[2H])[2H])C=C(C(=C2)[2H])[2H] (4S,5S)-2-(2,3-dihydrobenzo[b][1,4]dioxin-2-yl-6,7-d2)-4,5-dihydro-1H-imidazole-4,5-d2